O[C@@H]1[C@H](CCC2=C1N=C(S2)C(=O)N)[C@H]2N1C(C3=CC=CC=C23)=CN=C1 (4R,5R)-4-Hydroxy-5-((R)-5H-imidazo[5,1-a]isoindol-5-yl)-4,5,6,7-tetrahydrobenzo[d]thiazol-2-carboxamid